(3R)-4-(2-Bromo-5-fluorobenzoyl)-3-methylmorpholine BrC1=C(C(=O)N2[C@@H](COCC2)C)C=C(C=C1)F